C[C@@H]1N(CC[C@H]2[C@@H](CCC[C@H]12)C(C(F)(F)F)O)C(CC1=C(C#N)C=CC(=C1Cl)OC)=O 2-[2-[(1S,4aR,5R,8aS)-1-methyl-5-(2,2,2-trifluoro-1-hydroxyethyl)-3,4,4a,5,6,7,8,8a-octahydro-1H-isoquinolin-2-yl]-2-oxoethyl]-3-chloro-4-methoxybenzonitrile